[(2S,3R,4R,5S,6S)-3,5-dimethoxy-6-methyl-4-propoxy-tetrahydropyran-2-yl]-N-[4-[1-[4-(tri-fluoromethoxy)phenyl]-1,2,4-triazol-3-yl]phenyl]carbamate CO[C@H]1[C@@H](O[C@H]([C@@H]([C@H]1OCCC)OC)C)OC(NC1=CC=C(C=C1)C1=NN(C=N1)C1=CC=C(C=C1)OC(F)(F)F)=O